(2r,5r)-2-ethyl-5-methyl-2,3,4,5-tetrahydropyrido[2,3-f][1,4]oxazepine C(C)[C@H]1OC2=C([C@H](NC1)C)N=CC=C2